(R)-N-(1-(14-amino-3,6,9,12-tetraoxatetradecyl)pyrrolidin-3-yl)-1-(2-cyano-4-(trifluoromethyl)phenyl)-4-(6-(2-ethoxyphenyl)-5-fluoropyridin-3-yl)piperidine-4-carboxamide NCCOCCOCCOCCOCCN1C[C@@H](CC1)NC(=O)C1(CCN(CC1)C1=C(C=C(C=C1)C(F)(F)F)C#N)C=1C=NC(=C(C1)F)C1=C(C=CC=C1)OCC